CC1=C(C(=O)O)C=C(C=C1)S(NC1=C(C=CC(=C1)C(F)(F)F)N1CCCCC1)(=O)=O 2-methyl-5-(N-(2-(piperidin-1-yl)-5-(trifluoromethyl)phenyl)sulfamoyl)benzoic acid